4-(2-(ethylamino)-6,7-dihydro-5H-cyclopenta[d]pyrimidin-4-yl)-7-methoxy-3,4-dihydroquinoxalin-2(1H)-one C(C)NC=1N=C(C2=C(N1)CCC2)N2CC(NC1=CC(=CC=C21)OC)=O